4-(4-fluorophenyl)-1-(4-(trifluoromethoxy)benzyl-1H-imidazol-5-yl)-1H-pyrrolo[2,3-b]pyridine FC1=CC=C(C=C1)C1=C2C(=NC=C1)N(C=C2)C2=CN=CN2CC2=CC=C(C=C2)OC(F)(F)F